(e)-3-phenylprop-2-enoic acid methyl ester COC(\C=C\C1=CC=CC=C1)=O